2-methyl-5-(propylsulfonylamino)benzoic acid CC1=C(C(=O)O)C=C(C=C1)NS(=O)(=O)CCC